2-methylpropan-2-aminium (S)-1-(tert-butoxycarbonyl)-4-oxopiperidine-2-carboxylate C(C)(C)(C)OC(=O)N1[C@@H](CC(CC1)=O)C(=O)[O-].CC(C)(C)[NH3+]